ClC=1OC=CC1C(=O)O 2-chlorofuran-3-carboxylic acid